(2R)-2-(6-{5-chloro-2-[(1-methyl-1H-pyrazol-5-yl)amino]pyrimidin-4-yl}-1-oxo-2,3-dihydro-1H-isoindol-2-yl)-N-[(1S)-1-(3-fluoro-5-methoxyphenyl)-2-hydroxyethyl]propionamide ClC=1C(=NC(=NC1)NC1=CC=NN1C)C1=CC=C2CN(C(C2=C1)=O)[C@@H](C(=O)N[C@H](CO)C1=CC(=CC(=C1)OC)F)C